1-(3,3-difluoro-cyclobutylmethyl)-3-[(3R,5S)-5-methyl-1-(8-trifluoromethyl-quinolin-5-yl)-piperidin-3-yl]-urea FC1(CC(C1)CNC(=O)N[C@H]1CN(C[C@H](C1)C)C1=C2C=CC=NC2=C(C=C1)C(F)(F)F)F